6-chloro-N-[5-(2,2-difluoroethyl)-4,6-dimethoxy-pyrimidin-2-yl]-7-(4-pyrimidyl)-1H-indole-3-sulfonamide ClC1=CC=C2C(=CNC2=C1C1=NC=NC=C1)S(=O)(=O)NC1=NC(=C(C(=N1)OC)CC(F)F)OC